4-(4-(Aminomethyl)-8-(azetidin-1-yl)-1-oxo-1,2-dihydrophthalazin-6-yl)-1-methyl-(1H-pyrazol-5-yl)-4-chloro-6-cyclopropoxy-3-fluorobenzonitrile NCC1=NNC(C2=C(C=C(C=C12)C1(C(=C(C(C#N)(C(=C1)OC1CC1)C)C1=CC=NN1)F)Cl)N1CCC1)=O